C(C)N(CCN)CC N,N-diethyl-ethylenedi-amine